O=C1C=C(NC2=CC=NC=C12)C=O 4-oxo-1,4-dihydro-1,6-naphthyridine-2-carbaldehyde